ClC=1C=C(C=CC1Cl)N1N=C(C(=C1C)C(=O)N[C@@H](C(C)C)C(=O)N[C@H](CCC(=O)OCC)C(=O)OCC)C Diethyl (1-(3,4-dichlorophenyl)-3,5-dimethyl-1H-pyrazole-4-carbonyl)-L-valyl-D-glutamate